3-methyl-1-(tetrahydro-2H-pyran-4-yl)-8-(6-(2,2,2-trifluoro-1-(2-(piperidin-1-yl)ethoxy)ethyl)pyridin-3-yl)-1,3-dihydro-2H-imidazo[4,5-c]cinnolin-2-one CN1C(N(C2=C1N=NC=1C=CC(=CC21)C=2C=NC(=CC2)C(C(F)(F)F)OCCN2CCCCC2)C2CCOCC2)=O